pyrrolo[3,4-b]indole-7-carboxylate C1=NC=C2N=C3C=CC(=CC3=C21)C(=O)[O-]